NC1=C(C(=NC(=C1Cl)F)OCC(=O)OC(CCCCCC)C)Cl 1-methylheptyl [(4-amino-3,5-dichloro-6-fluoro-2-pyridinyl)oxy]-acetate